(3-triethoxysilylpropyl)-1,3-diaminopropane C(C)O[Si](CCCC(CCN)N)(OCC)OCC